perfluorododecane-1-ol FC(C(C(C(C(C(C(C(C(C(C(C(F)(F)F)(F)F)(F)F)(F)F)(F)F)(F)F)(F)F)(F)F)(F)F)(F)F)(F)F)(O)F